19-(bis(benzyloxy)phosphoryl)nonadecanoic acid C(C1=CC=CC=C1)OP(=O)(OCC1=CC=CC=C1)CCCCCCCCCCCCCCCCCCC(=O)O